(Z)-3-(3-(3,5-bis(trifluoromethyl)phenyl)-1H-1,2,4-triazol-1-yl)-N-((2,4-dimethylpyrimidin-5-yl)methyl)acrylamide FC(C=1C=C(C=C(C1)C(F)(F)F)C1=NN(C=N1)\C=C/C(=O)NCC=1C(=NC(=NC1)C)C)(F)F